1-((2R,4R,5R)-3,3-Difluoro-4-hydroxy-5-(hydroxymethyl)tetrahydrofuran-2-yl)-4-((2-oxido-4-(pyridin-3-yl)-1,3,2-dioxaphosphinan-2-yl)amino)pyrimidin-2(1H)-on FC1([C@@H](O[C@@H]([C@H]1O)CO)N1C(N=C(C=C1)NP1(OCCC(O1)C=1C=NC=CC1)=O)=O)F